tert-butyl 2-{[5-(methoxycarbonyl)thiophen-3-yl]methyl}pyrrole-1-carboxylate COC(=O)C1=CC(=CS1)CC=1N(C=CC1)C(=O)OC(C)(C)C